C(C)(SC[C@H](C)NC(=O)OCC1=CC=CC=C1)=O (S)-S-(2-(((benzyloxy)carbonyl)amino)propyl) ethanethioate